(4-(hydroxymethyl)tetrahydro-2H-pyran-4-yl)-2-methyl-5-((2-phenylpropan-2-yl)oxy)benzofuran-3-carboxamide OCC1(CCOCC1)C1=C(C=CC2=C1C(=C(O2)C)C(=O)N)OC(C)(C)C2=CC=CC=C2